C(N)(=O)C=1N(N=C2C1NCCC2C2CCN(CC2)C(=O)OC(C)(C)C)C2=CC=C(C=C2)OC2=CC(=CC=C2)C tert-butyl 4-{3-carbamoyl-2-[4-(3-methylphenoxy)phenyl]-4,5,6,7-tetrahydro-2H-pyrazolo[4,3-b]pyridin-7-yl}piperidine-1-carboxylate